2-methyl-3-(methyl(2-oxo-4-(o-tolyl)-2H-chromen-7-yl)amino)propanoic acid CC(C(=O)O)CN(C1=CC=C2C(=CC(OC2=C1)=O)C1=C(C=CC=C1)C)C